C(C)(C)(C)C=1C(=C(C(=NC1C1CC1)OC)C1=CC=NO1)O tert-butyl-6-cyclopropyl-3-(isoxazol-5-yl)-2-methoxypyridin-4-ol